C(C)(C)(C)OC(=O)N1C(CC12CNC2)C2=NC=C(C=N2)I (5-iodopyrimidin-2-yl)-1,6-diazaspiro(3.3)heptane-1-carboxylic acid tert-butyl ester